1-diethylamino-1,1,3,3-tetramethyl-3-bromodisiloxane C(C)N([Si](O[Si](Br)(C)C)(C)C)CC